N-(3-aminobicyclo[1.1.1]pent-1-yl)-2-(cis-3-(trifluoromethoxy)cyclobutoxy)acetamide HCl salt Cl.NC12CC(C1)(C2)NC(CO[C@@H]2C[C@@H](C2)OC(F)(F)F)=O